BrC=1C=C2C=CNC2=CN1 5-bromo-6-azaindole